2-n-Octylamin CC(CCCCCC)N